2-(7-acryloyl-5-(8-(trifluoromethyl) quinazoline-5-carbonyl)-3,4,5,5a,6,7,8,9-octahydro-2H-1,2,5,7-tetraazabenzo[cd]azulen-2-yl)-5-cyclobutylphenyl acetate C(C)(=O)OC1=C(C=CC(=C1)C1CCC1)N1N=C2CCN(CC3C2=C1CCN3C(=O)C=3C=1C=NC=NC1C(=CC3)C(F)(F)F)C(C=C)=O